C(C)(C)(C)C=1C=C(N(N1)CC1CC1)NC(=O)NC1=C(C=C(C=C1)OC1=CC=NC=C1)F 1-(5-tert-Butyl-2-cyclopropylmethyl-2H-pyrazol-yl)-3-[2-fluoro-4-(pyridin-4-yloxy)-phenyl]-urea